NC=1C=C2C(N(C=NC2=CC1)CC)=O 6-amino-3-ethylquinazolin-4(3H)-one